C(C=C)OCC(C(=O)OCCOC1CCCC1)=C cyclopentoxyethyl α-allyloxymethylacrylate